N-[4-({4-[3-(3-tert-Butyl-l-p-tolyl-1H-pyrazol-5-yl)ureido]naphthalen-1-yloxy}methyl)pyridin-2-yl]-2-methoxyacetamide C(C)(C)(C)C=1C=C(C=CC1N1N=CC=C1NC(NC1=CC=C(C2=CC=CC=C12)OCC1=CC(=NC=C1)NC(COC)=O)=O)C